N-lauroyl-alanine isopropyl ester C(C)(C)OC([C@@H](NC(CCCCCCCCCCC)=O)C)=O